NC=1N=C(SC1C(=O)C1=CC(=NO1)C(=O)NC=1C=NN(C1)C)N(C1=CC=C(C=C1)F)[C@@H](C(=O)N)C |r| rac-5-[4-amino-2-(N-(2-amino-1-methyl-2-oxo-ethyl)-4-fluoro-anilino)thiazole-5-carbonyl]-N-(1-methylpyrazol-4-yl)isoxazole-3-carboxamide